C(=O)(OC(C)(C)C)NCC(=O)O Boc-L-glycine